FC1(OC2=C(O1)C=CC(=C2)C2=CC(=C(C=1OC(OC12)(C1CCN(CC1)CC(F)(F)F)C)C)C(=O)NCC=1C(NC(=CC1SC)C)=O)F 2',2'-difluoro-2,7-dimethyl-N-((6-methyl-4-(methylthio)-2-oxo-1,2-dihydropyridin-3-yl)methyl)-2-(1-(2,2,2-trifluoroethyl)piperidin-4-yl)-[4,5'-bibenzo[d][1,3]dioxol]-6-carboxamide